ethyl-hexanoic acid, ethyl ester C(C)C(C(=O)OCC)CCCC